N-(2-amino-5-nitrophenyl)-4-(4-iodophenyl)butanethioamide NC1=C(C=C(C=C1)[N+](=O)[O-])NC(CCCC1=CC=C(C=C1)I)=S